C(C)OC(=O)C=1C=CC=2N(C1)N=C(C2C)C=2N(C1=C(C=CC=C1C2)C2CCN(CC2)C(CCO)=O)CC2CC2 (1-(cyclopropylmethyl)-7-(1-(3-hydroxypropionyl)piperidin-4-yl)-1H-indol-2-yl)-3-methylpyrazolo[1,5-a]Pyridine-6-carboxylic acid ethyl ester